(3R,4R,5R)-5-(2,4-dichlorobenzyloxymethyl)-4-(2,4-dichlorobenzyloxy)-3-ethynyl-2-methoxy-tetrahydrofuran-3-ol ClC1=C(COC[C@@H]2[C@H]([C@](C(O2)OC)(O)C#C)OCC2=C(C=C(C=C2)Cl)Cl)C=CC(=C1)Cl